dihydroxymethyl-heptanoic acid OC(O)C(C(=O)O)CCCCC